P1(=O)(OOC2=C(C(=C(C=C2)C(C)(C)C)CC=2C(=C(OO1)C=CC2C(C)(C)C)C(C)(C)C)C(C)(C)C)[O-].[Na+] sodium methylenebis(2,4-ditertbutylphenoxy) phosphate